Dihydrocholesteryl Oleate CCCCCCCC/C=C\CCCCCCCC(=O)O[C@H]1CC[C@]2([C@H](C1)CC[C@@H]3[C@@H]2CC[C@]4([C@H]3CC[C@@H]4[C@H](C)CCCC(C)C)C)C